C1=CC(=C(C(=C1)Cl)Br)[N+](=O)[O-] 2-Bromo-3-chloronitrobenzene